C(C)C=1N=C2N(C=C(C=C2)C=2CCN(CC2)S(=O)(=O)C)C1N(C=1SC=C(N1)C1=CC=C(C=C1)OC(F)(F)F)C N-(2-ethyl-6-(1-(methylsulfonyl)-1,2,3,6-tetrahydropyridin-4-yl)imidazo[1,2-a]pyridin-3-yl)-N-methyl-4-(4-(trifluoromethoxy)phenyl)thiazol-2-amine